BrC1=CC=CC(=N1)C1C(C1C(=O)O)(C)C 3-(6-bromopyridin-2-yl)-2,2-dimethylcyclopropane-1-carboxylic acid